OC(C)C=1C(=NC(=CC1)N1C=NC2=C1C=C(C=C2)NC=2N=NC(=CC2)C)N2N=C(C(=C2)C#N)C 1-[3-(1-hydroxyethyl)-6-[6-[(6-methylpyridazin-3-yl)amino]benzimidazol-1-yl]-2-pyridinyl]-3-methyl-pyrazole-4-carbonitrile